O1C(=NC=C1)C=1C(=NC=CN1)C(=O)NCC1N(CC(C1)(C)C)C (Oxazol-2-yl)-N-((1,4,4-Trimethylpyrrolidin-2-yl)methyl)pyrazine-2-carboxamide